CC1=C(C(=CC(=C1)C)C)C(=O)P(C1=CC=CC=C1)(C1=CC=CC=C1)=O 2,4,6-trimethylphenylformyl-diphenylphosphine oxide